C(C)OC1=C(OC2CN(CCC2)C2=CN=CC(=N2)NC(CCC2=CC=C(C(=O)O)C=C2)=O)C=CC=C1 4-(3-((6-(3-(2-ethoxyphenoxy)piperidin-1-yl)pyrazin-2-yl)amino)-3-oxopropyl)benzoic acid